C(#N)CCOC1=C(C=C(C=C1)CC)S(=O)(=O)NC1=NOC2=C1C(=CC(=C2)CN2N=CC(=C2)CNC(C(=C)F)=O)OC N-((1-((3-((2-(2-cyanoethoxy)-5-ethylphenyl)sulfonamido)-4-methoxybenzo[d]isoxazol-6-yl)methyl)-1H-pyrazol-4-yl)methyl)-2-fluoroacrylamide